tert-butyl 8-[[2,6-dimethoxy-4-(1,4,5-trimethyl-6-oxo-3-pyridinyl) phenyl] methyl]-3,8-diazabicyclo[3.2.1]octane-3-carboxylate COC1=C(C(=CC(=C1)C1=CN(C(C(=C1C)C)=O)C)OC)CN1C2CN(CC1CC2)C(=O)OC(C)(C)C